(1S,4S)-2,5-diazabicyclo[2.2.1]heptane-2-carboxylic acid tert-butyl ester C(C)(C)(C)OC(=O)N1[C@@H]2CN[C@H](C1)C2